CC1=C(C=CC(=C1)C1=NC=NN2C1=CC(=C2)C2COC2)CN (2-methyl-4-(6-(oxetan-3-yl)pyrrolo[2,1-f][1,2,4]triazin-4-yl)phenyl)methanamine